OC1(C2C(=C(C=C1)O)C1C(COCC3C2O3)O1)C1=CC=CC=C1 1,4-dihydroxybiphenyldiglycidyl ether